O=C1N(C=NC2=CC=CC=C12)[C@H]1CN(CCC1)C(=O)OC(C)(C)C (R)-tert-Butyl 3-(4-oxoquinazolin-3(4H)-yl)piperidine-1-carboxylate